1-bromo-4-iodo-2-(methoxymethoxy)benzene ethyl-3-methyl-5-(3-phenylpropyloxy)benzofuran-2-carboxylate C(C)OC(=O)C=1OC2=C(C1C)C=C(C=C2)OCCCC2=CC=CC=C2.BrC2=C(C=C(C=C2)I)OCOC